[Ti+].C(C)CC(CC(=O)[O-])=O mono(ethyl acetoacetate) titanium